ICC([C@H](COC(C(F)(F)F)(C)C)NC(OC(C)(C)C)=O)=O tert-butyl (S)-(4-iodo-3-oxo-1-((1,1,1-trifluoro-2-methylpropan-2-yl)oxy)butan-2-yl)carbamate